C12CN(CC(CNC1)O2)C(=O)OC(C)(C)C tert-butyl 9-oxa-3,7-diazabicyclo[3.3.1]nonane-3-carboxylate